[4-(difluoromethyl)cyclohexyl]methanol FC(C1CCC(CC1)CO)F